2,4,6-tris(trichloromethyl)triazine C1=C(NN(N=C1C(Cl)(Cl)Cl)C(Cl)(Cl)Cl)C(Cl)(Cl)Cl